C(SCCCCCCCCCCCCCCCC)OB(O)O 2-thia-octadecyl-boric acid